2-methyl-5-[5-(tetrahydrofuran-2-ylmethyl)-1,2,4-oxadiazol-3-yl]aniline CC1=C(N)C=C(C=C1)C1=NOC(=N1)CC1OCCC1